8-chloro-1-(2,6-dichlorophenyl)-5-(2,3-dihydroxypropoxy)-2-(methoxymethyl)-1,6-naphthyridin-4(1H)-one ClC=1C=NC(=C2C(C=C(N(C12)C1=C(C=CC=C1Cl)Cl)COC)=O)OCC(CO)O